NC1=C(SC2=NC(=CC(=C21)C)C)C(=O)NC2CC=1C(=CC(=NC1CC2)N2CC(C(C2)OC(COC)C)N)F 3-amino-N-(2-{3-amino-4-[(1-methoxypropan-2-yl)oxy]pyrrolidin-1-yl}-4-fluoro-5,6,7,8-tetrahydroquinolin-6-yl)-4,6-dimethylthieno[2,3-b]pyridine-2-carboxamide